4-trans-hydroxystilbene OC1=C(C=CC=C1)C=CC1=CC=CC=C1